C(C)C=1N=C2N(C=C(C=C2)C2CCN(CC2)S(=O)(=O)CCCN2C(C3=CC=CC=C3C2=O)=O)C1N(C)C=1SC=C(N1)C1=CC=C(C=C1)F 2-{3-[4-(2-Ethyl-3-{[4-(4-fluoro-phenyl)-thiazol-2-yl]-methyl-amino}-imidazo[1,2-a]pyridin-6-yl)-piperidine-1-sulfonyl]-propyl}-isoindole-1,3-dione